t-butoxy-glutamic acid C(C)(C)(C)ON[C@@H](CCC(=O)O)C(=O)O